2'-(ethoxymethyl)-N-(5-methyl-4-(trifluoromethyl)isoxazol-3-yl)-[1,1'-biphenyl]-2-sulfonamide C(C)OCC1=C(C=CC=C1)C=1C(=CC=CC1)S(=O)(=O)NC1=NOC(=C1C(F)(F)F)C